C(C(C)C)(=O)OC=1C(=NC=CC1OC)C(N[C@H](C(=O)N[C@H](C(C1=CC(=C(C=C1)OC)OC)C1=CC(=C(C=C1)OC)OC)C)C(C)C)=O 2-(((S)-1-(((S)-1,1-bis(3,4-dimethoxyphenyl)propan-2-yl)amino)-3-methyl-1-oxobutan-2-yl)carbamoyl)-4-methoxypyridin-3-yl isobutyrate